2-hexyl-laurate C(CCCCC)C(C(=O)[O-])CCCCCCCCCC